OC1=C(C=C(C=C1)CCOC(C=C)=O)N1N=C2C(=N1)C=CC(=C2)OC 2-[2-hydroxy-5-(acryloyloxyethyl)phenyl]-5-methoxy-2H-benzotriazole